C(C)(C)(C)OC(=O)N1CC(CC1)NC=1N=CC2=CC=NC(=C2C1)N1CCCCC1 tert-butyl-3-((5-(piperidin-1-yl)-2,6-naphthyridin-3-yl)amino)pyrrolidine-1-carboxylate